methyl 6-(acetamidomethyl)-5-bromopyridine-3-carboxylate C(C)(=O)NCC1=C(C=C(C=N1)C(=O)OC)Br